ClC1=C(C=C2C(C(NC2=C1)=O)=C(C1=CC(=NO1)OC)O)C1=C(C=C(C=C1)N(C)C)F 6-chloro-5-[4-(dimethylamino)-2-fluoro-phenyl]-3-[hydroxy-(3-methoxyisoxazol-5-yl)methylene]indolin-2-one